(N,N-dioleyl)Methyloctadecylallylammonium bromide [Br-].C(CCCCCCC\C=C/CCCCCCCC)[N+](CCCCCCCC\C=C/CCCCCCCC)(CC=CCCCCCCCCCCCCCCCCCC)C